O=C1NC(CCC1N1C(N(C2=C1C=CC=C2N(C2CN(C2)C(=O)OC(C)(C)C)C)C)=O)=O tert-butyl 3-{[1-(2,6-dioxopiperidin-3-yl)-3-methyl-2-oxo-1,3-benzodiazol-4-yl](methyl)amino}azetidine-1-carboxylate